N-[1-(1-naphthyl)-4-piperidyl]prop-2-enamide C1(=CC=CC2=CC=CC=C12)N1CCC(CC1)NC(C=C)=O